NC1=CC=CC(=N1)C1=C(C=NC(=C1)C1=CC=C(C=C1)F)CNC(C=C)=O N-((6-amino-6'-(4-fluorophenyl)-[2,4'-bipyridin]-3'-yl)methyl)acrylamide